5-[2-(5-hydroxypyridine-3-yl)ethynyl]pyridine OC=1C=C(C=NC1)C#CC=1C=CC=NC1